3,4-Difluoro-1-(trimethylsilyl)-1H-pyrazole FC1=NN(C=C1F)[Si](C)(C)C